ClC=1C(=C(C=CC1)NC(=O)C1=CC(=CC=2N(C=NC21)C)NC(=O)C2=C(C=CC=C2)C(F)(F)F)C N-(3-chloro-2-methylphenyl)-1-methyl-6-({[2-(trifluoromethyl)phenyl]carbonyl}amino)-1H-benzoimidazole-4-carboxamide